NC1=NC(=C(C=C1C=1C=C2C(=CNC(C2=CC1)=O)C)C1=CC(=C(C=C1)C1CCOCC1)CN(C)C)F 6-(2-amino-5-(3-((dimethylamino)methyl)-4-(tetrahydro-2H-pyran-4-yl)phenyl)-6-fluoropyridin-3-yl)-4-methylisoquinolin-1(2H)-one